C(C#C)(=O)OCCCC n-butyl propynate